tert-butyl 2-((3-(4-(difluoro(pyridin-2-yl)methyl)phenyl)-1,2,4-oxadiazol-5-yl)methyl)acrylate FC(C1=CC=C(C=C1)C1=NOC(=N1)CC(C(=O)OC(C)(C)C)=C)(C1=NC=CC=C1)F